C(C)N1CC(C1)[C@H](C)NC(=O)C1=CC2=CC=CC(=C2C=C1)OC1=CC=C(C=C1)C(F)(F)F (S)-N-(1-(1-ethylazetidin-3-yl)ethyl)-5-(4-(trifluoromethyl)phenoxy)-2-naphthamide